(1S,3'R,4'S,5'S,6'R)-5,6'-Dimethyl-6-(4-isopropylbenzyl)-3',4',5',6'-tetrahydro-3H-spiro[isobenzofuran-1,2'-pyran]-3',4',5'-triol CC=1C=C2CO[C@]3(O[C@@H]([C@H]([C@@H]([C@H]3O)O)O)C)C2=CC1CC1=CC=C(C=C1)C(C)C